N-hydroxy-4-(2-propen-1-yl)benzamidine ONC(C1=CC=C(C=C1)CC=C)=N